N,2-dimethylbenzofuran-3-formamide CNC(=O)C1=C(OC2=C1C=CC=C2)C